(R)-8-methyl-N-(3-methyl-4-((3-methyl-3H-imidazo[4,5-c]pyridin-6-yl)oxy)phenyl)-6,6a,7,8,9,10-hexahydropyrazino[1,2-d]pyrimido[5',4':4,5]pyrido[3,2-b][1,4]oxazin-4-amine CN1C[C@H]2N(C3=C(OC2)C2=C(C=N3)N=CN=C2NC2=CC(=C(C=C2)OC2=CC3=C(C=N2)N(C=N3)C)C)CC1